C(C)OC1=CC=C(C=N1)C1=CN=CC(=N1)C(=O)N/N=C/C1=C(C=CC(=C1)OC)F (E)-6-(6-ethoxypyridin-3-yl)-N'-(2-fluoro-5-methoxybenzylidene)pyrazine-2-carbohydrazide